CIS-2-[4-[[1-[(1-Hydroxy-cyclobutyl)-methyl]-8-methylamino-2-oxo-8-phenyl-1,3-diazaspiro[4.5]decan-3-yl]-methyl]-1H-[1,2,3]triazol-1-yl]-acetamide OC1(CCC1)CN1C(N(CC12CCC(CC2)(C2=CC=CC=C2)NC)CC=2N=NN(C2)CC(=O)N)=O